Tri(isopropenyloxy)vinylsilane C(=C)(C)OC(=C(OC(=C)C)OC(=C)C)[SiH3]